NC1=NC=C(C=N1)CN1CC2=C(CC1)C(=CS2)C(=O)NC2=CC(=CC(=C2)C(F)(F)F)CN(C)C 6-((2-aminopyrimidin-5-yl)methyl)-N-(3-((dimethylamino)methyl)-5-(trifluoromethyl)phenyl)-4,5,6,7-tetrahydrothieno[2,3-c]pyridine-3-carboxamide